COC=1C=C2SC3=NC(=CN3C2=CC1)C(=O)N(C=1C=NC=CC1)C 10-methoxy-N-methyl-N-(pyridin-3-yl)-7-thia-2,5-diazatricyclo[6.4.0.02,6]dodeca-1(12),3,5,8,10-pentaene-4-carboxamide